FC(OC1=NN(C(=C1)C)C1=NC(=CC=C1[C@H](C)O)N1C=NC2=C1C=C(C(=C2)NC=2N=NC(=CC2)C)OC2COC2)F (1S)-1-[2-[3-(difluoromethoxy)-5-methyl-pyrazol-1-yl]-6-[5-[(6-methylpyridazin-3-yl)amino]-6-(oxetan-3-yloxy)benzimidazol-1-yl]-3-pyridyl]ethanol